OC(C)(C)C=1C=C(C=C2C(N(C(=NC12)N1CCOCC1)C)=O)C 8-(1-hydroxy-1-methyl-ethyl)-3,6-dimethyl-2-morpholino-quinazolin-4-one